ClC1=CC2=C(N=C(O2)S(=O)CC2=CC=C(C#N)C=C2)C=C1 4-(((6-chlorobenzo[d]oxazol-2-yl)sulfinyl)methyl)benzonitrile